1,1,1-trifluoro-2-(7-methoxy-3-(2-(((R)-piperidin-3-yl)amino)pyrimidin-4-yl)imidazo[1,2-a]pyridin-6-yl)propan-2-ol FC(C(C)(O)C=1C(=CC=2N(C1)C(=CN2)C2=NC(=NC=C2)N[C@H]2CNCCC2)OC)(F)F